3-Chloro-1-(5-(1-ethyl-6,6-dimethyl-4,5,6,7-tetrahydro-1H-indazol-3-yl)-1,2,4-oxadiazol-3-yl)-1H-indole-5-carbaldehyde ClC1=CN(C2=CC=C(C=C12)C=O)C1=NOC(=N1)C1=NN(C=2CC(CCC12)(C)C)CC